CC=1N=C(C2=C(N1)OC=C2C(=O)N2CC=1N=CN=C(C1CC2)OCC(C)C)NC2(CC2)C methyl-N-(1-methylcyclopropyl)-5-[4-(2-methylpropyloxy)-5H,6H,7H,8H-pyrido[3,4-d]pyrimidine-7-carbonyl]furo[2,3-d]pyrimidin-4-amine